ClC=1C=CC(=NC1)C1=CN=C(O1)NC=1C=CC(=NC1)C(=O)N 5-((5-(5-chloropyridin-2-yl)oxazol-2-yl)amino)picolinamide